(+-)-1-(4-cyanophenyl)-4-(2-((2R)-2-hydroxy-7-azabicyclo[2.2.1]heptan-7-yl)acetyl)-2,5-dimethyl-1H-pyrrole-3-carbonitrile C(#N)C1=CC=C(C=C1)N1C(=C(C(=C1C)C(CN1C2[C@@H](CC1CC2)O)=O)C#N)C